(4-chlorophenyl)-4-{3-(4-chlorophenyl)-1-[2-(4-morpholinyl)ethyl]ureido}-2-fluorobenzamide ClC1=CC=C(C=C1)C=1C(=C(C(=O)N)C=CC1N(C(=O)NC1=CC=C(C=C1)Cl)CCN1CCOCC1)F